S(O)(O)(=O)=O.S(=O)(=O)(O)C(CC)C1=NC=CN1C 1-sulfopropyl-3-methylimidazole bisulfate salt